Diethyl (1-(3-methoxyphenyl)-3,5-dimethyl-1H-pyrazole-4-carbonyl)-L-valyl-D-glutamate COC=1C=C(C=CC1)N1N=C(C(=C1C)C(=O)N[C@@H](C(C)C)C(=O)N[C@H](CCC(=O)OCC)C(=O)OCC)C